Ethyl 1-(3-chloro-6,7-dihydro-5H-cyclopenta[c]pyridin-7-yl)-1H-1,2,3-triazole-4-carboxylate ClC1=CC2=C(C=N1)C(CC2)N2N=NC(=C2)C(=O)OCC